OC[C@@]1(OCCC2=C1NC(C1=C2C=C(S1)C=1C=NNC1)=O)C (R)-4-(hydroxymethyl)-4-methyl-8-(1H-pyrazol-4-yl)-1,5-dihydro-2H-pyrano[3,4-b]thieno[3,2-d]pyridin-6(4H)-one